CC1=C2CN(C(C2=CC(=C1C)CC1=CC=C(C=C1)OC(F)(F)F)=O)[C@H]1COCC[C@@H]1O 1,5-anhydro-2,4-dideoxy-2-(4,5-dimethyl-1-oxo-6-(4-(trifluoromethoxy)benzyl)-1,3-dihydro-2H-isoindol-2-yl)-L-threo-pentitol